N-(1-((tert-butyldiphenylsilyl)oxy)-3-cyclopropyl-2-methylpropan-2-yl)-2-methylpropane-2-sulfenamide [Si](C1=CC=CC=C1)(C1=CC=CC=C1)(C(C)(C)C)OCC(CC1CC1)(C)NSC(C)(C)C